C(C)(C)(C)C1=CC=C(C=C1)C=1N=C2SCCCN2C(C1C#N)=N 8-(4-tert-butylphenyl)-6-imino-2H,3H,4H,6H-pyrimido[2,1-b][1,3]thiazine-7-carbonitrile